C(C)(C)C=1C=CC(=C(C1)C1=CN=CC(=N1)NC(CO)CC)OC 2-[[6-(5-isopropyl-2-methoxy-phenyl)pyrazin-2-yl]amino]butan-1-ol